ClC=1C=C(C=C(C1)NS(=O)(=O)C)NC(=O)C1=CN(C(=C1)C)C1=NC=C(C=C1OCC=1C=NC=C(C1)F)F N-(3-chloro-5-(methylsulfonamido)phenyl)-1-(5-fluoro-3-((5-fluoropyridin-3-yl)methoxy)pyridin-2-yl)-5-methyl-1H-pyrrole-3-carboxamide